N-(1-((1,1-difluorospiro[2.3]hexan-5-yl)-methyl)-1H-indol-5-yl)-acrylamide FC1(CC12CC(C2)CN2C=CC1=CC(=CC=C21)NC(C=C)=O)F